4,6-dichloro-2-methylpyrimidine ClC1=NC(=NC(=C1)Cl)C